4,6-dichloro-3-hydroxyfuro[3,4-c]pyridin-1(3H)-one ClC1=NC(=CC2=C1C(OC2=O)O)Cl